5-(benzyloxy)-6-methoxy-1-methyl-1H-indole-2-carboxylic acid C(C1=CC=CC=C1)OC=1C=C2C=C(N(C2=CC1OC)C)C(=O)O